gallium trimethoxide C[O-].C[O-].C[O-].[Ga+3]